(R)-N-(2-fluoro-3-hydroxy-3-methylbutyl)-2-(2-fluoropyridin-3-yl)-8-(isopropylamino)imidazo[1,2-b]pyridazine-7-carboxamide F[C@H](CNC(=O)C1=C(C=2N(N=C1)C=C(N2)C=2C(=NC=CC2)F)NC(C)C)C(C)(C)O